copper (I) thiophen-2-carboxylate S1C(=CC=C1)C(=O)[O-].[Cu+]